ClC1=NC=CC(=C1)OC=1C=C(C(=NC1)N)F 5-((2-chloropyridin-4-yl)oxy)-3-fluoropyridin-2-amine